C(C)O[C@@H]1C[C@H](N(CC1)CC1=C2C=CNC2=C(C=C1OC)C)C1=CC=C(C(=O)N[C@@H](CCSC)C(=O)O)C=C1 (4-((2S,4S)-4-ethoxy-1-((5-methoxy-7-methyl-1H-indol-4-yl)methyl)piperidin-2-yl)benzoyl)methionine